BrC1=CC(=NC(=C1)C)N(CC1=CC=C(C=C1)OC)CC1=CC=C(C=C1)OC 4-bromo-N,N-bis(4-methoxybenzyl)-6-methylpyridin-2-amine